1-heptyl-2-methylpyridinium triflate [O-]S(=O)(=O)C(F)(F)F.C(CCCCCC)[N+]1=C(C=CC=C1)C